2-(benzoyloxymethyl)-4-fluoro-4-methyltetrahydrofuran-3-yl benzoate C(C1=CC=CC=C1)(=O)OC1C(OCC1(C)F)COC(C1=CC=CC=C1)=O